N1C(=NC2=C1C=CC=C2)C(CC2=CC=CC=C2)NC(\C=C\C2=C(C=CC(=C2)Cl)N2N=NN=C2)=O (E)-N-(1-(1H-benzo[d]imidazol-2-yl)-2-phenylethyl)-3-(5-chloro-2-(1H-tetrazol-1-yl)phenyl)acrylamide